O1CCOCC1 1,4-dioxacyclohexane